2-(7-(3,5-dichlorophenyl)-2-(ethylthio)pyrazolo[1,5-a]pyrimidin-3-yl)-3-methyl-6-(trifluoromethyl)-3H-imidazo[4,5-b]pyridine ClC=1C=C(C=C(C1)Cl)C1=CC=NC=2N1N=C(C2C2=NC=1C(=NC=C(C1)C(F)(F)F)N2C)SCC